sodium 2-(undecan-2-yl)thiazolidine-4-carboxylate CC(CCCCCCCCC)C1SCC(N1)C(=O)[O-].[Na+]